O1COC2=C1C=CC(=C2)C=2C=1C(N(CC1C(=C1C2C=C(C(=C1)OC)OC)O)/N=C/C1=CC2=C(OCO2)C=C1)=O (E)-9-(benzo[d][1,3]dioxol-5-yl)-2-((benzo[d][1,3]dioxol-5-ylmethylene)amino)-4-hydroxy-6,7-dimethoxy-2,3-dihydro-1H-benzo[f]isoindol-1-one